C1(=CC=CC=C1)[C@@H]1N=C(O[C@@H]1C1=CC=CC=C1)C1=NC(=CC=C1)C=1O[C@@H]([C@@H](N1)C1=CC=CC=C1)C1=CC=CC=C1 2,6-bis((4S,5R)-4,5-diphenyl-4,5-dihydro-oxazol-2-yl)pyridine